4-{4-[(tert-butoxycarbonyl)amino]butanamido}-1-methylpyrrole-2-carboxylic acid C(C)(C)(C)OC(=O)NCCCC(=O)NC=1C=C(N(C1)C)C(=O)O